N(=C=S)C1=NC=C(C=C1N1C(CCC1)=O)C(F)(F)F 1-(2-isothiocyanato-5-(trifluoromethyl)pyridin-3-yl)pyrrolidin-2-one